COCCCN(C(C)=O)CC1=CC=NC=C1 N-(3-methoxypropyl)-N-(pyridin-4-ylmethyl)acetamide